FC1=C(C=C(C(=C1)OC1=CC(=CC(=C1)C(F)(F)F)OC)F)S(=O)(=O)NC1=NC(=NS1)COC 2,5-difluoro-4-[3-methoxy-5-(trifluoromethyl)phenoxy]-N-[3-(methoxymethyl)-1,2,4-thiadiazol-5-yl]benzene-1-sulfonamide